C(C)N1N=CC(=C1)C=1C(=CSC1)CN1C(NN=C1)=O 4-{[4-(1-ethyl-1H-pyrazol-4-yl)thiophen-3-yl]methyl}-2,4-dihydro-3H-1,2,4-triazol-3-one